amino-4-methoxy-6-methyl-1,3,5-triazine NC1=NC(=NC(=N1)OC)C